4-((5-(3-chloro-3-methyl-2-oxoindolin-1-yl)pyridin-3-yl)methyl)-7-fluorophthalazin-1(2H)-one ClC1(C(N(C2=CC=CC=C12)C=1C=C(C=NC1)CC1=NNC(C2=CC(=CC=C12)F)=O)=O)C